1,6-hexanedi-amine C(CCCCCN)N